FC(C1=CC(=NN1)C1CCNCC1)F 4-[5-(difluoromethyl)-1H-pyrazol-3-yl]piperidine